ClC=1C(=C(C=C(C1)CC)N1CCNCC1)OC 4-(3-chloro-5-ethyl-2-methoxyphenyl)piperazin